6-(4-hydroxy-3-nitrophenyl)-5-methyl-2,3-diphenylpyrazolo[1,5-a]pyrimidin-7(4H)-one OC1=C(C=C(C=C1)C1=C(NC=2N(C1=O)N=C(C2C2=CC=CC=C2)C2=CC=CC=C2)C)[N+](=O)[O-]